OC1C(OCC1CC1=CC(=CC=C1)C)=O (+)-3-Hydroxy-4-(3-methylbenzyl)dihydrofuran-2(3H)-one